The molecule is a pyrimidine 2'-deoxyribonucleoside having 5-(4,5-dihydroxypentyl)uracil as the nucleobase. It has a role as a Mycoplasma genitalium metabolite. It derives from a 2'-deoxyuridine. C1[C@@H]([C@H](O[C@H]1N2C=C(C(=O)NC2=O)CCCC(CO)O)CO)O